N1=C(C=CC=C1)C1=C(C=CC(=C1)N1C2=CC=CC=C2C=2C=CC=NC12)O 2-(pyridin-2-yl)-4-(1-azacarbazol-9-yl)phenol